FC(C)(C)C1N(CCN(C1)C(=O)OC(C)(C)C)C(=O)OC(C)(C)C ditert-butyl 2-(1-fluoro-1-methyl-ethyl)piperazine-1,4-dicarboxylate